N-(4-methylbenzylidene)(2-cyanoethyl)amine CC1=CC=C(C=NCCC#N)C=C1